C(#N)C1=C(C(=C(C(=C1C)C#N)C)C#N)C 2,4,6-Tricyano-1,3,5-trimethylbenzene